FC=1C(=CC(=C(C(=O)NC2=NC=NC=C2)C1)O[C@@H](C)CC(C)C)N1N=C(N(C1=O)C)C(C)C 5-Fluoro-4-[4-methyl-5-oxo-3-(prop-2-yl)-4,5-dihydro-1H-1,2,4-triazol-1-yl]-2-{[(2S)-4-methylpent-2-yl]oxy}-N-(pyrimidin-4-yl)benzamide